(7-(4-cyanopyridin-2-yl)-5-(trifluoromethyl)-7H-pyrrolo[2,3-d]pyrimidin-4-yl)-3,3-dimethylpiperazine-1-carboxylic acid tert-butyl ester C(C)(C)(C)OC(=O)N1C(C(NCC1)(C)C)C=1C2=C(N=CN1)N(C=C2C(F)(F)F)C2=NC=CC(=C2)C#N